N[C@H]1CS(C2=C(N(C1=O)CC1=CC=C(C=C1)Cl)C=C(C(=C2)F)N2N=NC(=C2)CC2=CC=C(C=C2)Cl)(=O)=O (3R)-3-amino-5-[(4-chloro-phenyl)methyl]-7-[4-[(4-chlorophenyl)methyl]-triazol-1-yl]-8-fluoro-1,1-dioxo-2,3-dihydro-1λ6,5-benzothiazepin-4-one